2-acetamido-5'-O-[bis(4-methoxyphenyl)(phenyl)methyl]-2'-O-[tert-butyl(dimethyl)silyl]-N-(2-{[tert-butyl(dimethyl)silyl]oxy}ethyl)adenosine C(C)(=O)NC=1N=C(C=2N=CN([C@H]3[C@H](O[Si](C)(C)C(C)(C)C)[C@H](O)[C@@H](COC(C4=CC=CC=C4)(C4=CC=C(C=C4)OC)C4=CC=C(C=C4)OC)O3)C2N1)NCCO[Si](C)(C)C(C)(C)C